4-methoxy-1-nitro-2-(phenylethynyl)benzene-2-d COC1=CC(C(C=C1)[N+](=O)[O-])([2H])C#CC1=CC=CC=C1